C(#N)C=1C=C(C=CC1F)C=1N=C2N(C(C1C)=O)C=C(C=C2[C@@H](C)NC2=C(C(=O)O)C=CC=C2)C (R)-2-((1-(2-(3-cyano-4-fluorophenyl)-3,7-dimethyl-4-oxo-4H-pyrido[1,2-a]pyrimidin-9-yl)ethyl)amino)benzoic acid